C(C)(C)OC1=NN(C=C1)C1=CC=C(C(=N1)N1C(C[C@@H](C1)C)(C)C)C(=O)NS(=O)(=O)C=1C(NC=CC1)=O 6-(3-Isopropoxypyrazol-1-yl)-N-[(2-oxo-1H-pyridin-3-yl)sulfonyl]-2-[(4S)-2,2,4-trimethylpyrrolidin-1-yl]pyridin-3-carboxamid